FC=1C(=NC=C(C1)F)NC1=NC=C2C(=N1)NN=C2I N-(3,5-difluoropyridin-2-yl)-3-iodo-1H-pyrazolo[3,4-d]pyrimidin-6-amine